C(C1=CC=CC=C1)OC=1CC(C(=CC1)C1=C(C=C(C=C1)Cl)F)(C1=CC=CC=C1CBr)Br 4-(benzyloxy)-2-bromo-4'-chloro-2'-fluoro-1,1'-biphenylBenzyl bromide